BrC1=CC2=C(C(CO2)N)C=C1 6-bromo-2,3-dihydro-1-benzofuran-3-amine